CN(C(C#CC(=O)O)(C)C)C 4-(dimethylamino)-4-methyl-pent-2-ynoic acid